C(C)OC(=O)OCOP(O)=O ({[(ethoxycarbonyl)oxy]methoxy})phosphinic acid